CC1=C(C=C(C=C1)C)C1=CC(=NC2=C(N=CC=C12)C1=CC=NN1)N1CCOCC1 4-(2,5-dimethylphenyl)-2-(morpholin-4-yl)-8-(1H-pyrazol-5-yl)-1,7-naphthyridine